ClC=1C=C2C(C(=O)OC(N2C)=O)=CC1 4-chloro-N-methylisatoic anhydride